O=C1NC(CCC1N1C(C2=CC=C(C(=C2C1)C#CCCC=1C(=NC=CC1)C(=O)N)F)=O)=O (4-(2-(2,6-dioxopiperidin-3-yl)-5-fluoro-1-oxoisoindolin-4-yl)but-3-yn-1-yl)picolinamide